(2S,4R)-4-hydroxy-1-(2-(3-methylisoxazol-5-yl)acetyl)-N-((3-(p-tolyl)isoxazol-5-yl)methyl)pyrrolidine-2-carboxamide O[C@@H]1C[C@H](N(C1)C(CC1=CC(=NO1)C)=O)C(=O)NCC1=CC(=NO1)C1=CC=C(C=C1)C